(E)-4-fluoro-2-isopropyl-5-[2-(quinolin-2-yl)vinyl]benzene-1,3-diol FC1=C(C(=C(C=C1\C=C\C1=NC2=CC=CC=C2C=C1)O)C(C)C)O